tert-butyl (2,5-dimethyl-1-oxo-1,2,4,5-tetrahydro-[1,2,4]triazolo[4,3-a]quinoxalin-6-yl)carbamate CN1N=C2N(C3=CC=CC(=C3N(C2)C)NC(OC(C)(C)C)=O)C1=O